N-Hydroxy-N-phenyl-octanediamide ON(C(CCCCCCC(=O)N)=O)C1=CC=CC=C1